6-Fluoro-2,4,8,10-tetra-tert-butyl-12-methyl-dibenz[d,g]-1,3,2-dioxaphosphocine FP1OC2=C(C(C3=C(O1)C(=CC(=C3)C(C)(C)C)C(C)(C)C)C)C=C(C=C2C(C)(C)C)C(C)(C)C